isocyanatoethyl acetate (Ethyl Isocyanatoacetate) C(C)C(C(=O)O)N=C=O.C(C)(=O)OCCN=C=O